3-(1,3,4-thiadiazole-2-yl)pyridin-2-amine S1C(=NN=C1)C=1C(=NC=CC1)N